7-Ethyl-3-{[1-({(3R,4R)-1-[(3-fluoro-5-phenylthiophen-2-yl)carbonyl]-3-phenylpiperidin-4-yl}carbonyl)-4-hydroxypiperidin-4-yl]methyl}-3,7-dihydro-4H-pyrrolo[2,3-d]pyrimidin-4-one C(C)N1C=CC2=C1N=CN(C2=O)CC2(CCN(CC2)C(=O)[C@H]2[C@@H](CN(CC2)C(=O)C=2SC(=CC2F)C2=CC=CC=C2)C2=CC=CC=C2)O